N-8-quinolyl-2-(N-morpholinyl)benzamide N1=CC=CC2=CC=CC(=C12)NC(C1=C(C=CC=C1)N1CCOCC1)=O